FC=1C(N(C=CC1)C(C)C)=O 3-fluoro-1-isopropylpyridin-2(1H)-one